BrC=1C=C(C(=C(C(=O)NC2=C(C=C(C=C2)C#N)Cl)C1)O)C(C)(C)C 5-bromo-3-tert-butyl-N-(2-chloro-4-cyanophenyl)-2-hydroxybenzoamide